N-methyl-N-octylanilinium tetrakis(perfluoronaphthalen-2-yl)borate FC1=C(C(=C(C2=C(C(=C(C(=C12)F)F)F)F)F)F)[B-](C1=C(C2=C(C(=C(C(=C2C(=C1F)F)F)F)F)F)F)(C1=C(C2=C(C(=C(C(=C2C(=C1F)F)F)F)F)F)F)C1=C(C2=C(C(=C(C(=C2C(=C1F)F)F)F)F)F)F.C[NH+](C1=CC=CC=C1)CCCCCCCC